tert-butyl N-[2-[1-[1-(2,6-dioxo-3-piperidyl)-3-methyl-indol-5-yl]-4-piperidyl]ethyl]carbamate O=C1NC(CCC1N1C=C(C2=CC(=CC=C12)N1CCC(CC1)CCNC(OC(C)(C)C)=O)C)=O